tert-Butyl 6-[2-[[3-(bromomethyl)phenyl]sulfonylamino]-6-(2,6-dimethylphenyl)pyrimidin-4-yl]oxy-3-oxo-1,4-diazepane-1-carboxylate BrCC=1C=C(C=CC1)S(=O)(=O)NC1=NC(=CC(=N1)OC1CNC(CN(C1)C(=O)OC(C)(C)C)=O)C1=C(C=CC=C1C)C